C(C)(C)(C)OC(=O)N(C1CN(CC1)C(=O)OCC1=CC=CC=C1)CC1CC1 benzyl 3-[(tert-butoxycarbonyl)(cyclopropylmethyl)amino]pyrrolidine-1-carboxylate